azobis(4-cyanopentanone) N(=NCC(CC(C)C#N)=O)CC(CC(C)C#N)=O